C1(CCC1)C1=NC(=NC=C1)OCC1=C(N=NN1C)C1=CC=C(C(=N1)CC)N1CC(OCC1)CC(=O)OCC ethyl 2-(4-(6-(5-(((4-cyclobutylpyrimidin-2-yl)oxy)methyl)-1-methyl-1H-1,2,3-triazol-4-yl)-2-ethylpyridin-3-yl)morpholin-2-yl)acetate